C(CC\C=C/CC)=O (Z)-Hept-4-enal